BrC(C(=O)NC1=NC=C(C=C1)OC1=CC=C(C=C1)F)C 2-bromo-N-(5-(4-fluorophenoxy)pyridin-2-yl)propionamide